ClC=1C(=NC(=CC1)Cl)C(CC)=O 1-(3,6-dichloropyridin-2-yl)propan-1-one